2-(dodecylthio)-4-octanone C(CCCCCCCCCCC)SC(C)CC(CCCC)=O